N-(2-(1-methyl-1H-pyrazol-4-yl)tetrahydrofuran-2-carbonyl)-O-(trans-3-(2-(5,6,7,8-tetrahydro-1,8-naphthyridin-2-yl)ethyl)cyclobutyl)homoserine CN1N=CC(=C1)C1(OCCC1)C(=O)N[C@@H](CCO[C@@H]1C[C@H](C1)CCC1=NC=2NCCCC2C=C1)C(=O)O